Heptadeca-9,12,15-trienoic acid C(CCCCCCCC=CCC=CCC=CC)(=O)O